CC(C(=O)N1CC(C1)N1N=C(C=2C1=NC=CC2)C2=CC=C(C=C2)C(F)(F)F)=C 2-methyl-1-(3-(3-(4-(trifluoromethyl)phenyl)-1H-pyrazolo[3,4-b]pyridin-1-yl)azetidin-1-yl)propan-2-en-1-one